1-[2-[3-(difluoromethoxy)-5-methyl-pyrazol-1-yl]-6-[5-[(6-methylpyridazin-3-yl)amino]benzimidazol-1-yl]-3-pyridyl]ethanol FC(OC1=NN(C(=C1)C)C1=NC(=CC=C1C(C)O)N1C=NC2=C1C=CC(=C2)NC=2N=NC(=CC2)C)F